N-(5-(4-(6-cyanopyridin-3-yl)piperidine-1-carbonyl)-2-methylphenyl)pyrrolidine-1-carboxamide C(#N)C1=CC=C(C=N1)C1CCN(CC1)C(=O)C=1C=CC(=C(C1)NC(=O)N1CCCC1)C